Methyl ((2S,3S)-3-amino-2-hydroxy-3-(thiophen-2-yl)propanoyl)-L-prolinate N[C@@H]([C@@H](C(=O)N1[C@@H](CCC1)C(=O)OC)O)C=1SC=CC1